ethyl 2-(4-isopropyl-7-(1-methoxy ethyl)-1-oxopyrrolo[1,2-d][1,2,4]triazin-2(1H)-yl)acetate C(C)(C)C1=NN(C(C=2N1C=C(C2)C(C)OC)=O)CC(=O)OCC